NC1=NC(=CC(=N1)C=1C(=C(C#N)C=CC1)C)C=1N=NN(C1)CC1=C2CCCOC2=CC=C1 3-(2-amino-6-(1-(chroman-5-ylmethyl)-1H-1,2,3-triazol-4-yl)pyrimidin-4-yl)-2-methylbenzonitrile